4-(4-amino-6-(4-methacrylamido-phenyl)-7-methyl-7H-pyrrolo[2,3-d]pyrimidin-5-yl)-N-(2-methoxycyclopentyl)benzamide NC=1C2=C(N=CN1)N(C(=C2C2=CC=C(C(=O)NC1C(CCC1)OC)C=C2)C2=CC=C(C=C2)NC(C(=C)C)=O)C